(R)-1-(4-(3'-chloro-5-fluoro-2-hydroxy-4'-(3-methyl-2-oxo-2,3-dihydro-1H-imidazol-1-yl)-[1,1'-biphenyl]-3-yl)pyridin-2-yl)pyrrolidin-3-carboxamide ClC=1C=C(C=CC1N1C(N(C=C1)C)=O)C1=C(C(=CC(=C1)F)C1=CC(=NC=C1)N1C[C@@H](CC1)C(=O)N)O